NC=1SC2=C(N1)C=CC(=C2)C2=NN(C(=C2)C2=CC(=CC=C2)C(F)(F)F)CC2=CC=C(C(=O)NO)C=C2 4-{[3-(2-aminobenzo[d]thiazol-6-yl)-5-(3-trifluoromethylphenyl)-1H-pyrazol-1-yl]methyl}-N-hydroxybenzoamide